C1(CCC1)C=1C(=NN(C1NC(OC1CC(C1)(F)F)=O)C)[C@@H]1C(C1)(F)F |r| rac-3,3-difluorocyclobutyl (R)-(4-cyclobutyl-3-(2,2-difluorocyclopropyl)-1-methyl-1H-pyrazol-5-yl)carbamate